N1=CC=C(C=C1)CN1N=C(C=C1C(=O)O)C(F)(F)F 1-(pyridin-4-ylmethyl)-3-(trifluoromethyl)-1H-pyrazole-5-carboxylic acid